ethyl (E)-2-methyl-3-(4,4,5,5-tetramethyl-1,3,2-dioxaborolan-2-yl)prop-2-enoate C/C(/C(=O)OCC)=C\B1OC(C(O1)(C)C)(C)C